N-(3-carbamimidoylphenyl)-5-chloro-6-methyl-2-morpholin-nicotinamide C(N)(=N)C=1C=C(C=CC1)NC(C1=CN=CC=C1C1CNC(C(O1)C)Cl)=O